4-(4-(Trifluoromethyl)-1H-imidazol-2-yl)benzonitrile FC(C=1N=C(NC1)C1=CC=C(C#N)C=C1)(F)F